5-(1-(oxetan-3-yl)-1H-pyrrolo[2,3-B]pyridin-4-yl)-2,3-dihydro-1H-inden-4-amine O1CC(C1)N1C=CC=2C1=NC=CC2C2=C(C=1CCCC1C=C2)N